CC([C@H]1CC[C@H]2[C@@H]3CC[C@H]4CC(CC[C@]4(C)[C@H]3C(C[C@]12C)=O)=O)=O (5a)-pregnane-3,11,20-trione